(R)-3,4-dichloro-2-(3-(4-methoxyphenyl)-6,7-dihydro-5H-pyrrolo[2,1-c][1,2,4]triazol-6-yl)phenol ClC=1C(=C(C=CC1Cl)O)[C@H]1CC2=NN=C(N2C1)C1=CC=C(C=C1)OC